BrC=1C=NN(C1)C1(CN(C1)C(=O)NC)CNC1=CC(=NC2=CC=C(C=C12)Cl)C(F)(F)F 3-(4-Bromo-1H-pyrazol-1-yl)-3-(((6-chloro-2-(trifluoromethyl)quinolin-4-yl)amino)methyl)-N-methylazetidine-1-carboxamide